N1=CN=CC(=C1)NC(=O)[C@@H]1CC12CCN(CC2)C(=O)OC(C(F)(F)F)C(F)(F)F |r| 1,1,1,3,3,3-hexafluoro-propan-2-yl (±)-1-(pyrimidin-5-ylcarbamoyl)-6-azaspiro[2.5]-octane-6-carboxylate